Cl.C(C)OC1=NC(=NC=C1C(=O)NC=1C=C(C=2N(C1)C=C(N2)C)F)N2CCN(CC2)C 4-ethoxy-N-(8-fluoro-2-methylimidazo[1,2-a]pyridin-6-yl)-2-(4-methylpiperazin-1-yl)pyrimidine-5-carboxamide hydrochloride